C(C)(=O)O[C@@H]1[C@H](O[C@H]([C@@H]1OC(C)=O)N1N=CC=2C1=NC(=CC2N[C@@H](C)C2=C(C=C(C=C2)S(F)(F)(F)(F)F)F)Cl)COC(C)=O (2R,3R,4R,5R)-2-(acetoxymethyl)-5-(6-chloro-4-(((S)-1-(2-fluoro-4-(pentafluoro-λ6-sulfanyl)phenyl)ethyl)amino)-1H-pyrazolo[3,4-b]pyridin-1-yl)tetrahydrofuran-3,4-diyl diacetate